C1(=CC=CC=C1)NN=CC(=O)OCC glyoxalic acid ethyl ester phenylhydrazone